2-((1S,3S)-3-((tert-butoxycarbonyl) amino) cyclobutoxy)-5-fluorobenzyl methanesulfonate CS(=O)(=O)OCC1=C(C=CC(=C1)F)OC1CC(C1)NC(=O)OC(C)(C)C